CC=1C=2N(C=CC1)C(=NC2SC)C(C)(C)NC(=O)C2[C@H]1CNC[C@@H]21 (1R,5S,6R)-N-(2-(8-Methyl-1-(Methylthio)Imidazo[1,5-a]Pyridin-3-yl)Propane-2-yl)-3-Azabicyclo[3.1.0]Hexane-6-Carboxamide